O[C@@H]1C[C@@H](CCC1)NC1=NC=C2N=C(N(C2=N1)C1CCC(CC1)C(=O)N)NC1=C(C=C(C=C1F)F)F (1S,4s)-4-(2-((1R,3S)-3-hydroxycyclohexylamino)-8-(2,4,6-trifluorophenylamino)-9H-purin-9-yl)cyclohexanecarboxamide